CN(C(C)(C)C)CC(N1CCN(CC1)C)C N-methyl-N-tert-butyl-2-methyl-2-(4-methylpiperazin-1-yl)ethylamine